6-chloro-1-(cyclopentylmethyl)-2-(4,6-dimethyl-1,3,5-triazin-2-yl)-2,3,4,9-tetrahydro-1H-pyrido[3,4-b]indole ClC=1C=C2C3=C(NC2=CC1)C(N(CC3)C3=NC(=NC(=N3)C)C)CC3CCCC3